NC=1C=CC(=C(C1)C(C(=O)N)(CC)N1C=2C(=CC=C1)N=C(N2)SCC2=CC=C(C=C2)F)C (5-amino-2-methylphenyl)-2-(2-((4-fluorobenzyl)thio)-4H-imidazo[4,5-b]pyridin-4-yl)butanamide